4-(bromomethyl)-5-(difluoromethoxy)-1-methyl-3-(trifluoromethyl)-1H-pyrazole BrCC=1C(=NN(C1OC(F)F)C)C(F)(F)F